N-acetyl-α-D-galactosamine C(C)(=O)N[C@H]1[C@@H](O)O[C@@H]([C@@H]([C@@H]1O)O)CO